FC(C=1N=C(SC1)CC1CC2(CN(C2)C(=O)N2C[C@@H]3[C@@H](OCC(N3)=O)CC2)C1)(F)F (4aR,8aS)-6-[6-[[4-(trifluoromethyl)thiazol-2-yl]methyl]-2-azaspiro[3.3]heptane-2-carbonyl]-4,4a,5,7,8,8a-hexahydropyrido[4,3-b][1,4]oxazin-3-one